2-(3-Methoxyoctylsulfanyl)-5-methyl-heptan-4-one COC(CCSC(C)CC(C(CC)C)=O)CCCCC